(R)-2-((8-(3-aminopiperidin-1-yl)-7-(but-2-yn-1-yl)-3-methyl-2,6-dioxo-2,3,6,7-tetrahydro-1H-purin-1-yl)methyl)-6-(methylamino)nicotinic acid hexyl ester C(CCCCC)OC(C1=C(N=C(C=C1)NC)CN1C(N(C=2N=C(N(C2C1=O)CC#CC)N1C[C@@H](CCC1)N)C)=O)=O